8-(4-hydroxybicyclo[2.2.1]heptan-1-yl)-5-methyl-2-((7-methylquinoxalin-6-yl)amino)-7,8-dihydropteridin-6(5H)-one OC12CCC(CC1)(C2)N2CC(N(C=1C=NC(=NC21)NC=2C=C1N=CC=NC1=CC2C)C)=O